O=C1NC(CCC1N1C(C2=CC=CC(=C2C1)NCCOCCOCCC(=O)N1CCN(CC1)C1=NC=C(C(=O)N2CCC(CC2)CCCCNC(\C=C\C=2C=NC=CC2)=O)C=C1)=O)=O (E)-N-(4-(1-(6-(4-(3-(2-(2-((2-(2,6-dioxopiperidin-3-yl)-1-oxoisoindolin-4-yl)amino)ethoxy)ethoxy)propanoyl)piperazin-1-yl)nicotinoyl)piperidin-4-yl)butyl)-3-(pyridin-3-yl)acrylamide